6-(((3aR,5R,5aS,8aS,8bR)-2,2,7,7-tetramethyltetrahydro-3aH-bis[1,3]dioxolo[4,5-b:4',5'-d]pyran-5-yl)methoxy)tetrahydro-2H-pyran CC1(O[C@H]2[C@H](O[C@@H]([C@H]3[C@@H]2OC(O3)(C)C)COC3CCCCO3)O1)C